Cl.FC1=C2C=C(NC2=CC(=C1)OCC=1N=CSC1)CN [4-fluoro-6-(thiazol-4-ylmethoxy)-1H-indol-2-yl]methanamine hydrochloride